6-bromo-5-chloroquinoxalin BrC=1C(=C2N=CC=NC2=CC1)Cl